ClC1=NC=CC(=C1)C=1N=C(C=2N(C1)C(=C(N2)C(=O)N)C)NCC2(CCNCC2)F 6-(2-Chloro-pyridin-4-yl)-8-[(4-fluoro-piperidin-4-ylmethyl)-amino]-3-methyl-imidazo[1,2-a]pyrazine-2-carboxylic acid amide